FC=1C=C(C=C(C1)OCC1=CC(=CC=C1)F)[C@@H]1N(OCC1)C1=CC(=NC=N1)NC=1C(=CC(=C(C1)NC(C=C)=O)N1C[C@@H](OCC1)C)OC N-(5-((6-((R)-3-(3-fluoro-5-((3-fluorobenzyl)oxy)phenyl)isoxazolidin-2-yl)pyrimidine-4-yl)amino)-4-methoxy-2-((S)-2-methylmorpholino)phenyl)acrylamide